2-(methylamino)ethanone CNCC=O